[1,4]Oxazepine O1C=CN=CC=C1